racemic-N-(2-(5-methylisoquinolin-1-yl)propan-2-yl)-2-(1-methylpiperidin-2-yl)acetamide CC1=C2C=CN=C(C2=CC=C1)C(C)(C)NC(C[C@@H]1N(CCCC1)C)=O |r|